(R)-3,5-Dimethyl-benzoic acid N-(1-tert-butyl-butyl)-N'-(2-chloro-pyridine-3-carbonyl)-hydrazide C(C)(C)(C)[C@@H](CCC)N(NC(=O)C=1C(=NC=CC1)Cl)C(C1=CC(=CC(=C1)C)C)=O